C(C)(CCCC)P(OCC)=O ethyl sec-hexylphosphinate